FC(OC1=CC=C(COC2=C(N=NN2)C(=O)O)C=C1)F 5-((4-(difluoromethoxy)benzyl)oxy)-1H-1,2,3-triazole-4-carboxylic acid